OCCN(C1=NC=CC(=C1)C1=CC(=NC=C1)NC(C=CC1=CC=CC=C1)=O)C N-(2'-((2-hydroxyethyl)(methyl)amino)-[4,4'-bipyridyl]-2-yl)cinnamamide